1-[2,4-bis(trifluoromethyl)phenyl]ethanol FC(C1=C(C=CC(=C1)C(F)(F)F)C(C)O)(F)F